C1(=CC=CC=C1)C=1C(=C(C(=C(C1)[SiH2]C1=CC=C(C=C1)C1(C2=CC=CC=C2C=2C=CC=CC12)C1=CC=CC=C1)C1=CC=CC=C1)C1=CC=CC=C1)C1(C2=CC=CC=C2C=2C=CC=CC12)C1=CC=CC=C1 triphenylbis(4-(9-phenyl-9H-fluoren-9-yl)phenyl)silane